CN(CCC1=CN(C=2C=CC=C(C12)O)COCC)C 3-(2-(dimethylamino)ethyl)-1-(ethoxymethyl)-1H-indol-4-ol